3-((4-(4-(4-methylpiperazin-1-yl)piperidin-1-yl)phenyl)amino)-6-phenylpyrazine-2-carboxamide CN1CCN(CC1)C1CCN(CC1)C1=CC=C(C=C1)NC=1C(=NC(=CN1)C1=CC=CC=C1)C(=O)N